5-(3-(benzylsulfonyl)-5-morpholinophenyl)-N-methylpyrimidin-2-amine C(C1=CC=CC=C1)S(=O)(=O)C=1C=C(C=C(C1)N1CCOCC1)C=1C=NC(=NC1)NC